C(C)(=O)C1=CC=C(C=C1)C1=C(C(=NN1C1=C(C=C(C=C1)Cl)Cl)C(=O)NN1CCCCC1)C 5-(4-Acetylphenyl)-1-(2,4-Dichlorophenyl)-4-Methyl-N-(Piperidin-1-Yl)-1H-Pyrazole-3-Carboxamide